N[C@H]1CS(C2=C(N(C1=O)CC1=CC=C(C=C1)C1=NC(=NO1)C)C=C(C(=C2)F)C=2OC(=NN2)C(C)(C)C)(=O)=O (3R)-3-amino-7-(5-tert-butyl-1,3,4-oxadiazol-2-yl)-8-fluoro-5-[[4-(3-methyl-1,2,4-oxadiazol-5-yl)phenyl]methyl]-1,1-dioxo-2,3-dihydro-1λ6,5-benzothiazepine-4-One